(1,4-dimethyl-1H-benzo[d][1,2,3]triazol-5-yl)(3-(((4-methoxybenzyl)oxy)methyl)phenyl)methanol CN1N=NC2=C1C=CC(=C2C)C(O)C2=CC(=CC=C2)COCC2=CC=C(C=C2)OC